1,5-dimethyl-3-oxo-2-phenyl-2,3-dihydro-1H-pyrazole-4-carboxylic acid [3-fluoro-4-(2-phenyl-1H-pyrrolo[2,3-b]pyridin-4-yloxy)-phenyl]-amide FC=1C=C(C=CC1OC1=C2C(=NC=C1)NC(=C2)C2=CC=CC=C2)NC(=O)C=2C(N(N(C2C)C)C2=CC=CC=C2)=O